7-((1-(But-2-ynoyl)-3-(2,3-dichlorophenyl)azetidin-3-yl)amino)-2-methylisoquinolin-1(2H)-one C(C#CC)(=O)N1CC(C1)(C1=C(C(=CC=C1)Cl)Cl)NC1=CC=C2C=CN(C(C2=C1)=O)C